ClC1=CC=C(C=C1)C=1N=C(SC1)N(C)C1=C(N=C2N1C=C(C=C2)C=2CCOCC2)CC 4-(4-chlorophenyl)-N-(6-(3,6-dihydro-2H-pyran-4-yl)-2-ethylimidazo[1,2-a]pyridin-3-yl)-N-methylthiazol-2-amine